methyl 3-(3-butyryl-2,6-dihydroxy-4-methoxy-5-methylbenzyl)-2,4,6-trihydroxy-5-isobutyrylbenzoate C(CCC)(=O)C=1C(=C(CC=2C(=C(C(=O)OC)C(=C(C2O)C(C(C)C)=O)O)O)C(=C(C1OC)C)O)O